N-(ortho-methoxyphenyl)fumaric acid amide COC1=C(C=CC=C1)NC(\C=C\C(=O)O)=O